1-(1-(2-chloro-5-iodopyridin-4-yl)piperidin-4-yl)-4-methylpiperazine ClC1=NC=C(C(=C1)N1CCC(CC1)N1CCN(CC1)C)I